1-amino-3-(bis(4-methoxyphenyl)(phenyl)methoxy)propan-2-ol NCC(COC(C1=CC=CC=C1)(C1=CC=C(C=C1)OC)C1=CC=C(C=C1)OC)O